3-[(3S,4R)-3-methyl-7-(7H-pyrrolo[2,3-d]pyrimidin-4-yl)-1,7-diazaspiro[3.4]octan-1-yl]-3-oxopropanenitrile C[C@H]1CN([C@]12CCN(C2)C=2C1=C(N=CN2)NC=C1)C(CC#N)=O